(4S)-4-(methyl-(3-methyl-1-(tetrahydro-2H-pyran-2-yl)-1H-indazol-6-yl)carbamoyl)-2-oxoimidazolidine-1-carboxylic acid tert-butyl ester C(C)(C)(C)OC(=O)N1C(N[C@@H](C1)C(N(C1=CC=C2C(=NN(C2=C1)C1OCCCC1)C)C)=O)=O